C=1N=CN2C1C(OCC2)C2=CC(=C(C#N)C=C2)OC 4-(5,6-dihydro-8H-imidazo[5,1-c][1,4]oxazin-8-yl)-2-methoxybenzonitrile